O[C@@]1(C(NC2=CC=CC=C12)=O)C (S)-(-)-3-hydroxy-3-methylindolin-2-one